N1C[C@H](CC1)NC1=CC=C(C=C1)NC1=NC2=C(C=CC=C2C=N1)C1=NC=CC(=C1)NC(C=C)=O (S)-N-(2-(2-((4-(pyrrolidin-3-ylamino)phenyl)amino)quinazolin-8-yl)pyridin-4-yl)acrylamide